(3aR,4R,4aR,5aS,6S,6aS)-2-(4-(2-(5,6-Dichloropyridin-3-yl)-2-oxoethoxy)phenyl)-4,4a,5,5a,6,6a-hexahydro-4,6-ethenocyclopropa[f]isoindole ClC=1C=C(C=NC1Cl)C(COC1=CC=C(C=C1)N1C=C2[C@H]3[C@H]4[C@@H]([C@@H]([C@@H]2C1)C=C3)C4)=O